13-Hydroxy-docosa-15,18-dienoic acid OC(CCCCCCCCCCCC(=O)O)CC=CCC=CCCC